C12C3CCCSC3CCNCC3CNN(CCNC(NCC1)C2)C3 6-thia-10,14,15,18,20-pentaazatetracyclo[17.3.1.112,15.02,7]Tetracosan